2-octyldodecyl alcohol C(CCCCCCC)C(CO)CCCCCCCCCC